5-[(3-bromopropyl)oxy]-1-(4-fluorophenyl)-6-methyl-4,5-dihydropyrazolo[3,4-d]pyrimidine-4-one BrCCCON1C(=NC2=C(C1=O)C=NN2C2=CC=C(C=C2)F)C